C(#N)/C(/C(=O)N[C@H](C)C1=CC(=C(C=C1)Cl)Cl)=C\C1=CNC2=NC=CC=C21 (R,E)-2-cyano-N-(1-(3,4-dichlorophenyl)ethyl)-3-(1H-pyrrolo[2,3-b]pyridin-3-yl)acrylamide